ClC1=CC2=C(N(C(N=C2N2[C@H](CN(CC2)C(C=C)=O)C)=O)C2=C(C=CC=C2)CC(F)(F)F)N=C1C1=C(C=CC=C1O)F 6-chloro-7-(2-fluoro-6-hydroxyphenyl)-4-((2S)-2-methyl-4-(2-propenoyl)-1-piperazinyl)-1-(2-(2,2,2-trifluoroethyl)phenyl)pyrido[2,3-d]pyrimidin-2(1H)-one